FC=1C(=NNC1)S(=O)(N)=NC(NC1=C2C(=NC(=C1C)CC(F)(F)F)CCC2)=O 4-fluoro-N'-((3-methyl-2-(2,2,2-trifluoroethyl)-6,7-dihydro-5H-cyclopenta[b]pyridin-4-yl)carbamoyl)-1H-pyrazole-3-sulfonimidamide